N-(4-(ethylsulfonyl)benzyl)-7-(4-fluorophenyl)-10H-phenothiazine-2-carboxamide C(C)S(=O)(=O)C1=CC=C(CNC(=O)C2=CC=3NC4=CC=C(C=C4SC3C=C2)C2=CC=C(C=C2)F)C=C1